4-(4-((4-((1H-indazol-6-yl)amino)-5-methylpyrimidin-2-yl)amino)phenyl)thiomorpholine N1N=CC2=CC=C(C=C12)NC1=NC(=NC=C1C)NC1=CC=C(C=C1)N1CCSCC1